C(CCCCCCCC)N1CCN(CC1)C 1-nonyl-4-methylpiperazine